3-phenyl-4-(4-chlorosulfonylbenzyl)-5-methylisoxazole C1(=CC=CC=C1)C1=NOC(=C1CC1=CC=C(C=C1)S(=O)(=O)Cl)C